C1(=CC=CC=C1)C1=CC=CC(=N1)C1=CC(=NN1)C1CN(CC1)C#N 3-(5-(6-Phenylpyridin-2-yl)-1H-pyrazol-3-yl)pyrrolidine-1-carbonitrile